2,3,4,5-tetrahydropyrido[3,2-f][1,4]thiazepine-1,1-Dioxide S1(CCNCC2=C1N=CC=C2)(=O)=O